COC=1C=C(C(=O)OC)C=CC1CN1N=CC=2N=C(N=C(C21)NCC2=NOC(=N2)C)NC(=O)OC methyl 3-methoxy-4-((5-((methoxycarbonyl)amino)-7-(((5-methyl-1,2,4-oxadiazol-3-yl)methyl)amino)-1H-pyrazolo[4,3-d]pyrimidin-1-yl)methyl)benzoate